COC1=C(C(=O)N2CCN(CC2)C2=C(C=CC=C2)N(S(=O)(=O)C=2C=CC3=C(C(=C(O3)C(=O)O)C)C2)CCC2=CC=CC=C2)C=CC=C1 5-(N-(2-(4-(2-methoxybenzoyl)piperazin-1-yl)phenyl)-N-phenethylsulfamoyl)3-methylbenzofuran-2-carboxylic acid